4-((2-(2,6-Dioxopiperidin-3-yl)-1,3-dioxoisoindolin-4-yl)amino)-4-oxobutanoic acid O=C1NC(CCC1N1C(C2=CC=CC(=C2C1=O)NC(CCC(=O)O)=O)=O)=O